C(C)(=O)OC1=CCOC12C(CN(CC2)C2=CC(=NC(=N2)C(F)(F)F)N2[C@@H]([C@@H](C2)N2CCN(CC2)C(=O)OC(C)(C)C)C)C tert-Butyl 4-((2R,3R)-1-(6-(4-acetoxy-6-methyl-1-oxa-8-azaspiro[4.5]dec-3-en-8-yl)-2-(trifluoromethyl)pyrimidin-4-yl)-2-methylazetidin-3-yl)piperazine-1-carboxylate